tetrahydropyran-4-yl-pyrrolo[2,3-f]indazole-1-carboxylate O1CCC(CC1)OC(=O)N1NC=C2C=C3C(C=C12)=CC=N3